COC1=CC=C(C=C1)O[C@H]2[C@@H]([C@H]([C@H]([C@H](O2)CO)O)O[C@H]3[C@@H]([C@H]([C@@H]([C@H](O3)C(=O)[O-])O)OS(=O)(=O)[O-])O)O The molecule is the carbohydrate acid derivative anion formed from beta-D-GlcA3S-(1->3)-beta-D-Gal-OC6H4-4-OMe by loss of two protons, one from each of its sulfo and carboxy groups. It is a carbohydrate acid derivative anion and an organosulfate oxoanion. It is a conjugate base of a beta-D-GlcA3S-(1->3)-beta-D-Gal-OC6H4-4-OMe.